FC(C1=CC=C(C=C1)C(C(=O)O)CO)F 2-(4-(difluoromethyl)phenyl)-3-hydroxypropanoic acid